C1(CC1)OC1=C(C=C2C(=NC=NC2=C1)O)O[C@H]1[C@@H](CN(CC1)C(=O)OC(C)(C)C)F tert-butyl (3R,4R)-4-[(7-cyclopropoxy-4-hydroxyquinazolin-6-yl)oxy]-3-fluoropiperidine-1-carboxylate